tert-butyl 7-(4-((3-fluoropropyl) amino) butyl)-3,4-dihydro-1,8-naphthyridine-1(2H)-carboxylate FCCCNCCCCC1=CC=C2CCCN(C2=N1)C(=O)OC(C)(C)C